5-chloro-2-(cyclopropoxy)pyridine-3-carbohydrazide ClC=1C=C(C(=NC1)OC1CC1)C(=O)NN